4-((R)-3-((cyclobutylmethyl)amino)piperidin-1-yl)-1-(1-(4-(5-methoxy-6-methylpyridin-3-yl)-1H-1,2,3-triazol-1-yl)ethyl)pyridin-2(1H)-one C1(CCC1)CN[C@H]1CN(CCC1)C1=CC(N(C=C1)C(C)N1N=NC(=C1)C=1C=NC(=C(C1)OC)C)=O